CC(C)OC(C(CC)C)=O 1-methylethyl-2-methylbutanoate